C(#N)C1(CC1)C1=CC=CC(=N1)N1CC(CC1)C(=O)O 1-(6-(1-cyanocyclopropyl)pyridin-2-yl)pyrrolidine-3-carboxylic acid